CN1C=C(C2=CC=C(C=C12)C(F)(F)F)C1=NC(=NC=C1)Cl 1-methyl-3-(2-chloro-4-pyrimidinyl)-6-trifluoromethylindole